BrC1=CC2=C(C(CC(C(N2CC2=CC=C(C=C2)OC(F)(F)F)=O)NC(OC(C)(C)C)=O)=O)C=C1F tert-butyl N-[8-bromo-7-fluoro-2,5-dioxo-1-[[4-(trifluoromethoxy)phenyl]methyl]-3,4-dihydro-1-benzazepin-3-yl]carbamate